2-[2-(5-fluoro-1,3-benzoxazol-2-ylamino)-1,3-benzoxazol-5-yl]propionic acid FC=1C=CC2=C(N=C(O2)NC=2OC3=C(N2)C=C(C=C3)C(C(=O)O)C)C1